N-(2',4'-difluoro-5-(5-((4-methylmorpholin-2-yl)methoxy)pyrazolo[1,5-a]pyridin-3-yl)-[1,1'-biphenyl]-3-yl)cyclopropanesulfonamide FC1=C(C=CC(=C1)F)C1=CC(=CC(=C1)C=1C=NN2C1C=C(C=C2)OCC2CN(CCO2)C)NS(=O)(=O)C2CC2